4-(tert-butyl)-N-(4-(6-(difluoromethyl)pyridin-3-yl)-3-(2-trityl-2H-tetrazol-5-yl)phenyl)piperidine-1-carboxamide C(C)(C)(C)C1CCN(CC1)C(=O)NC1=CC(=C(C=C1)C=1C=NC(=CC1)C(F)F)C=1N=NN(N1)C(C1=CC=CC=C1)(C1=CC=CC=C1)C1=CC=CC=C1